COC1=C(C=NC(=C1)N1C([C@@H]2C[C@@H]2C1)=O)C(C)N1N=CC(=C1)C(=O)O 1-(1-(4-methoxy-6-((1R,5S)-2-oxo-3-azabicyclo[3.1.0]hexan-3-yl)pyridin-3-yl)ethyl)-1H-pyrazole-4-carboxylic acid